ClC=1C=NN(C1C1=NN2C(N(C(CC2)=O)CC2=CC(=C(C=C2)C=2N=NC=CC2OC)Cl)=C1)C(C)C 2-(4-chloro-1-isopropyl-1H-pyrazol-5-yl)-4-(3-chloro-4-(4-methoxypyridazin-3-yl)benzyl)-6,7-dihydropyrazolo[1,5-a]pyrimidin-5(4H)-one